N-(3,5-dimethoxybenzyl)-6-(4-ethoxyphenyl)pyrazine-2-carbohydrazide COC=1C=C(CN(N)C(=O)C2=NC(=CN=C2)C2=CC=C(C=C2)OCC)C=C(C1)OC